(R)-8-(8-((2-chloro-3-methylpyridin-4-yl)thio)imidazo[1,2-c]pyrimidin-5-yl)-8-azaspiro[4.5]decan-1-amine ClC1=NC=CC(=C1C)SC=1C=2N(C(=NC1)N1CCC3(CCC[C@H]3N)CC1)C=CN2